CN1C(C(=C(C2=CC=C(C=C12)O[C@@H]1COCC1)N1CCC(CC1)C=1OC2=C(N1)C=C(C=C2)C)C#N)=O 1-methyl-4-[4-(5-methyl-1,3-benzoxazol-2-yl)piperidin-1-yl]-2-oxo-7-{[(3S)-oxolan-3-yl]oxy}-1,2-dihydroquinoline-3-carbonitrile